1,6-di(2,3-epoxypropyl)hexane C(C1CO1)CCCCCCCC1CO1